C(#N)C1(CC1)C1=C(C(=CC=C1)F)C=1C=CC(=NC1)[C@H](CO)NC(=O)NC=1N=C(SC1)C#C (R)-1-(1-(5-(2-(1-Cyanocyclopropyl)-6-fluorophenyl)pyridin-2-yl)-2-hydroxy-ethyl)-3-(2-ethynylthiazol-4-yl)urea